4-(2,6-difluoro-4-nitrophenoxy)-6,7-bis(2-methoxyethoxy)quinoline FC1=C(OC2=CC=NC3=CC(=C(C=C23)OCCOC)OCCOC)C(=CC(=C1)[N+](=O)[O-])F